C[C@@]12S[P@@](O[C@H]1C[C@@H](CC2)C(=C)C)(SC2=C(C(=C(C(=C2F)F)F)F)F)=S (2S,3aS,6R,7aS)-3a-methyl-2-((perfluorophenyl)thio)-6-(prop-1-en-2-yl)hexahydrobenzo[d][1,3,2]oxathiaphospholane 2-sulfide